2-methyl-N-[6-oxo-9-[rac-(2R,5R)-5-[[bis(4-methoxyphenyl)-phenylmethoxy]methyl]-4-hydroxy-3-(2-methoxyethoxy)oxolan-2-yl]-1H-purin-2-yl]propanamide CC(C(=O)NC=1NC(C=2N=CN(C2N1)[C@@H]1O[C@@H](C(C1OCCOC)O)COC(C1=CC=CC=C1)(C1=CC=C(C=C1)OC)C1=CC=C(C=C1)OC)=O)C |r|